NC1=CC(=C2N3CCC[C@H]3CCCC3=CC=NC(C(C4=NN=C(C1=N2)O4)(O)C(F)(F)F)=C3)C(F)(F)F (15R)-23-Amino-6,21-bis(trifluoromethyl)-26-oxa-3,4,8,19,24-pentaazapentacyclo[18.3.1.12,5.17,11.015,19]hexacosa-1(24),2,4,7(25),8,10,20,22-octaen-6-ol